(S)-5-(cyclopropylmethyl)-1-methylimidazolidin-2-one C1(CC1)C[C@H]1CNC(N1C)=O